C1(CCCCCCC1)OC(=O)COC(=O)C1C2C3C4C=CC(C3C(C1)C2)C4 8-cyclooctyloxycarbonylmethyloxycarbonyl-tetracyclo[4.4.0.12,5.17,10]-3-dodecene